COC(=O)C1=CC(=NC(=C1)C=1C=NC(=CC1)C(F)(F)F)C=1C(=NC=CC1)N amino-6''-(trifluoromethyl)-[3,2':6',3''-terpyridine]-4'-carboxylic acid methyl ester